F[B-](F)(F)F.[IH2+].C(C)(C)(C)C1=CC(=NC=C1)N1C2=CC=CC=C2C=2C=CC(=CC12)OC=1C=C(C=CC1)C1=C(C=C(C=C1C)C)C (3-((9-(4-(tert-butyl)pyridin-2-yl)-9H-carbazol-2-yl)oxy)phenyl)(mesitylene) iodonium tetrafluoroborate